O=C1NC(CCC1N1C(C2=CC=C(C=C2C1=O)N1CCC(CC1)N1CCC(CC1)C1=CC=C(C=C1)NC=1N=C(N=NC1C(=O)N)N1CC(CCC1)N1C(N(CC1)C)=O)=O)=O 5-((4-(1'-(2-(2,6-dioxopiperidin-3-yl)-1,3-dioxoisoindol-5-yl)-[1,4'-bipiperidin]-4-yl)phenyl)amino)-3-(3-(3-methyl-2-oxoimidazolin-1-yl)piperidin-1-yl)-1,2,4-Triazine-6-carboxamide